4-(1-Isopropyl-1H-pyrazol-4-yl)pyridin-2-amine C(C)(C)N1N=CC(=C1)C1=CC(=NC=C1)N